ClC=1C=C(C=NC1N1N=CC=N1)C1=C(N=C2N1N=CC1=C2C(CN1C(=O)N)(C(F)(F)F)C)C (5-chloro-6-(2H-1,2,3-triazol-2-yl)pyridin-3-yl)-2,9-dimethyl-9-(trifluoromethyl)-8,9-dihydro-7H-imidazo[1,2-b]pyrrolo[3,2-d]pyridazine-7-carboxamide